CN(C=1C=C(C=CC1)CC(=O)N1CCC(CC1)N1C(NC2=C1C(=CC=C2)C(F)(F)F)=O)C 1-(1-(2-(3-(Dimethylamino)phenyl)acetyl)piperidin-4-yl)-7-(trifluoromethyl)-1,3-dihydro-2H-benzo[d]imidazol-2-one